C(C)(C)(C)OC(=O)N1C2CN(CC1CC2)C=2SC(=NN2)C=2C=NC(=CC2NC2CCC2)Cl 3-{5-[6-chloro-4-(cyclobutylamino)pyridin-3-yl]-1,3,4-thiadiazol-2-yl}-3,8-diazabicyclo[3.2.1]-octane-8-carboxylic acid tert-butyl ester